tert-Butyl N-benzyl-N-[rac-(1R,3R)-4,4-difluoro-3-hydroxycyclohexyl]carbamate C(C1=CC=CC=C1)N(C(OC(C)(C)C)=O)[C@H]1C[C@H](C(CC1)(F)F)O |r|